[Cr].[Co].[C] carbon cobalt-chromium